C1(CC1)N1CC(=CC(C1)C)C1=CNC2=NC=CC=C21 3-(1-cyclopropyl-5-methyl-1,2,5,6-tetrahydropyridin-3-yl)-1H-pyrrolo[2,3-b]Pyridine